N-[3-nitro-4-({[(1r,4r)-4-hydroxy-4-methylcyclohexyl]methyl}amino)benzenesulfonyl]benzamide [N+](=O)([O-])C=1C=C(C=CC1NCC1CCC(CC1)(C)O)S(=O)(=O)NC(C1=CC=CC=C1)=O